C(CC(O)(C(=O)O)CC(=O)O)(=O)O cItric acid